FC1=C(C(=CC=C1)F)C1=NC=2C(=NNC2C=2C=C(N=CC2N1)N1N=C(C=C1)C(F)(F)F)C 8-(2,6-difluorophenyl)-5-methyl-13-[3-(trifluoromethyl)pyrazol-1-yl]-3,4,7,9,12-pentazatricyclo[8.4.0.02,6]tetradeca-1(10),2(6),4,7,11,13-hexaene